1-(4-(4,4-Dimethylpiperidin-1-yl)phenyl)-5,7-difluoro-6-hydroxy-2-methyl-1H-indazol-3(2H)-one CC1(CCN(CC1)C1=CC=C(C=C1)N1N(C(C2=CC(=C(C(=C12)F)O)F)=O)C)C